ethyl mono(acetoacetate) aluminum [Al].C(CC(=O)C)(=O)OCC